[Pt].[Ir].C1=CC2=CC=CC3=CC=CC1=C23 acenaphthylene Iridium-platinum